BrC1=CC=CC(=N1)C1=CN=C2N1C=C(C(=C2)OC)C2(CC2)C(F)(F)F 3-(6-bromo-2-pyridyl)-7-methoxy-6-[1-(trifluoromethyl)cyclopropyl]imidazo[1,2-a]pyridine